FC1=NN(C=C1C1=C(C=2C(=NC=C3C2NC(N3C([2H])([2H])[2H])=O)N1)C1=CC=C(C=C1)F)C([2H])([2H])[2H] 7-(3-fluoro-1-(methyl-d3)-1H-pyrazol-4-yl)-8-(4-fluorophenyl)-3-(methyl-d3)-2-oxo-3,6-dihydroimidazo[4,5-d]pyrrolo[2,3-b]pyridin